COC=1C=C(C=C(C1C1=C(C=C(C=C1OC)O)OC)OC)O 3,3',5,5'-tetramethoxy-4,4'-biphenol